2-(7-Cyclopropyl-1-isopropyl-4-oxo-pyrido[3,4-d]pyridazin-3-yl)-N-(5-methyl-1,2,4-thiadiazol-3-yl)acetamide C1(CC1)C1=CC2=C(C(N(N=C2C(C)C)CC(=O)NC2=NSC(=N2)C)=O)C=N1